4-(bromomethyl)-4'-(trifluoromethyl)-1,1'-biphenyl BrCC1=CC=C(C=C1)C1=CC=C(C=C1)C(F)(F)F